4-CHLORO-3-(N,N-DIETHYLCARBAMOYL)PHENYLBORONIC ACID B(C1=CC(=C(C=C1)Cl)C(=O)N(CC)CC)(O)O